tert-butyl 4-(6-(4-formylphenyl)pyrrolo[2,1-f][1,2,4]triazin-4-yl)-2-methylbenzylcarbamate C(=O)C1=CC=C(C=C1)C=1C=C2C(=NC=NN2C1)C1=CC(=C(CNC(OC(C)(C)C)=O)C=C1)C